NC1=NC2=CC=C(C(=C2C(=N1)NNC(=O)[C@H]1CN(CCC1)C=1C=NN(C1)C)F)F |o1:15| (R or S)-N'-(2-amino-5,6-difluoroquinazolin-4-yl)-1-(1-methyl-1H-pyrazol-4-yl)piperidine-3-carbohydrazide